COC1=C(CN(S(=O)(=O)C2=C(C=C(C=C2F)N2C[C@@](CCC2)(CCC2=CC(=CC=C2)C(F)(F)F)N(C)CCO)F)C2=NC=NC=C2)C=CC(=C1)OC (S)-N-(2,4-dimethoxybenzyl)-2,6-difluoro-4-(3-((2-hydroxyethyl)(methyl)amino)-3-(3-(trifluoromethyl)-phenethyl)piperidin-1-yl)-N-(pyrimidin-4-yl)benzenesulfonamide